3-ethoxy-4-(4-fluoroanilino)cyclobut-3-ene-1,2-dione C(C)OC=1C(C(C1NC1=CC=C(C=C1)F)=O)=O